C1N(CC12CCC2)C2CN(CCC2)C2=CC=C(N=N2)CN2N=NC(=C2)C2=C1C=NNC1=CC(=C2)OC 4-[1-[[6-[3-(2-azaspiro[3.3]heptan-2-yl)-1-piperidyl]pyridazin-3-yl]methyl]triazol-4-yl]-6-methoxy-1H-indazole